(S)-N-(8,9-Difluoro-6-oxo-1,4,5,6-tetrahydro-2H-pyrano[3,4-c]isoquinolin-1-yl)-5-(difluoromethyl)-N-methylindolizine-2-carboxamide FC=1C(=CC=2C3=C(NC(C2C1)=O)COC[C@H]3N(C(=O)C=3C=C1C=CC=C(N1C3)C(F)F)C)F